(R)-6-chloro-3-((1-(2-cyano-7-methyl-3-(4-(6-(trifluoromethyl)pyridin-3-yl)piperazin-1-yl)quinoxalin-5-yl)ethyl)amino)picolinic acid ClC1=CC=C(C(=N1)C(=O)O)N[C@H](C)C1=C2N=C(C(=NC2=CC(=C1)C)C#N)N1CCN(CC1)C=1C=NC(=CC1)C(F)(F)F